oxo-trityl-hydroxylamine O=C1C(C(C2=CC=CC=C2)(C2=CC=CC=C2)NO)C=CC=C1